CN(CCN(C1=NC(=CC=C1)N)C)C N2-(2-(Dimethylamino)ethyl)-N2-methylpyridine-2,6-diamine